(R)-N-(5,6-Dichloro-8-(cyanomethoxy)-2,3-dihydro-1H-pyrrolo[1,2-a]indol-1-yl)acetamide ClC1=C(C=C(C=2C=C3N(C12)CC[C@H]3NC(C)=O)OCC#N)Cl